N-((R)-1-(4-(ethylsulfonyl)phenyl)-2-hydroxyethyl)-2-fluoro-4-((S)-3-(4-(trifluoromethyl)phenoxy)pyrrolidin-1-yl)benzamide C(C)S(=O)(=O)C1=CC=C(C=C1)[C@H](CO)NC(C1=C(C=C(C=C1)N1C[C@H](CC1)OC1=CC=C(C=C1)C(F)(F)F)F)=O